ethyl 2-[(2-bromo-3-fluoro-4-pyridinyl) methyl]-3-oxo-butyrate BrC1=NC=CC(=C1F)CC(C(=O)OCC)C(C)=O